(S)-2-(4-cyclopropyl-6-methoxypyrimidin-5-yl)-4-(1-(4-(1-ethyl-4-(trifluoromethyl)-1H-imidazol-2-yl)-3-fluorophenyl)ethyl)pyrazolo[1,5-a]pyrimidin-5(4H)-one C1(CC1)C1=NC=NC(=C1C1=NN2C(N(C(C=C2)=O)[C@@H](C)C2=CC(=C(C=C2)C=2N(C=C(N2)C(F)(F)F)CC)F)=C1)OC